2,2,7-trifluoro-4-(prop-2-yn-1-yl)-6-(2,3,4,6-tetrafluoro-5-vinylphenyl)-2H-benzo[b][1,4]oxazin-3(4H)-one FC1(C(N(C2=C(O1)C=C(C(=C2)C2=C(C(=C(C(=C2F)C=C)F)F)F)F)CC#C)=O)F